N-(4-fluoro-3-methylphenyl)-5-(2-(((1r,3s,5R,7S)-3-hydroxyadamantan-1-yl)amino)-2-oxoacetyl)-1,2,4-trimethyl-1H-pyrrole-3-carboxamide FC1=C(C=C(C=C1)NC(=O)C1=C(N(C(=C1C)C(C(=O)NC12CC3(C[C@H](C[C@@H](C1)C3)C2)O)=O)C)C)C